8-((2s,4r,5r)-5-ethyl-4-((5-isopropoxypyridin-2-yl)oxy)-2-methylpiperidin-1-yl)-5-methyl-6-oxo-5,6-dihydro-1,5-naphthyridine-2-carbonitrile C(C)[C@H]1[C@@H](C[C@@H](N(C1)C1=CC(N(C=2C=CC(=NC12)C#N)C)=O)C)OC1=NC=C(C=C1)OC(C)C